(S)-5-((1-(2-Chlorophenyl)ethyl)amino)pyrazine-2-carboxylic acid ClC1=C(C=CC=C1)[C@H](C)NC=1N=CC(=NC1)C(=O)O